(E)-4-amino-2-(N'-hydroxycarbamimidoyl)pyridine 1-oxide NC1=CC(=[N+](C=C1)[O-])\C(\N)=N/O